N-(dimethylaminomethyl)methacrylamide CN(C)CNC(C(=C)C)=O